(2s,4s)-2-(4-(4-(1,1-Difluoroethyl)phenyl)piperidine-1-carbonyl)-7-oxa-5-azaspiro[3.4]octan-6-one FC(C)(F)C1=CC=C(C=C1)C1CCN(CC1)C(=O)C1CC2(C1)NC(OC2)=O